CCCC1NCC=2C=CC(=NC2C1)O 7-(3-Propyl)-5,6,7,8-tetrahydro-1,6-naphthyridin-2-ol